4,11-bis(benzoylamino)-16H-dinaphtho[2,3-a:2',3'-i]carbazole C(C1=CC=CC=C1)(=O)NC=1C2=CC=3C(=C4NC5=C6C(=CC=C5C4=CC3)C=C3C(=CC=CC3=C6)NC(C6=CC=CC=C6)=O)C=C2C=CC1